COC1=CC=C(CN(S(=O)(=O)C2=C3C=NN(C3=CC(=C2)NC(CC2=C(C=CC=C2)Cl)=O)C(C)C)CC2=CC=C(C=C2)OC)C=C1 N-(4-(N,N-bis(4-methoxybenzyl)sulfamoyl)-1-isopropyl-1H-indazol-6-yl)-2-(2-chlorophenyl)acetamide